CC(C(=O)NNC(=O)C=1C=CC2=C(NC([C@H](CS2)NC(OC(C)(C)C)=O)=O)C1)(C)S(=O)(=O)C tert-butyl N-[(3R)-7-[[(2-methyl-2-methylsulfonyl-propanoyl)amino]carbamoyl]-4-oxo-3,5-dihydro-2H-1,5-benzothiazepin-3-yl]carbamate